6-bromo-8-iodoimidazo[1,2-a]pyridine-2-carbaldehyde BrC=1C=C(C=2N(C1)C=C(N2)C=O)I